C(OC(C)C)(OCCF)=O isopropyl (2-fluoroethyl) carbonate